N=1N(N=CC1)C1=CC=C(C=C1)CN (4-(2H-1,2,3-triazol-2-yl)phenyl)methanamine